tert-butyl (3-(6-chlorofuro[3,2-b]pyridin-3-yl)phenyl)(methyl)carbamate ClC=1C=C2C(=NC1)C(=CO2)C=2C=C(C=CC2)N(C(OC(C)(C)C)=O)C